O1CCC(=CC1)C1=CC(=NC=C1)NC=1SC=C(N1)C1=NC=CC=C1 N-(4-(3,6-dihydro-2H-pyran-4-yl)pyridin-2-yl)-4-(pyridin-2-yl)thiazol-2-amine